CC1=CC(=NC=C1[N+](=O)[O-])OC1=CC=C(C=C1)C=1C=NN(C1)C(C1=CC=CC=C1)(C1=CC=CC=C1)C1=CC=CC=C1 4-methyl-5-nitro-2-(4-(1-trityl-1H-pyrazol-4-yl)phenoxy)pyridine